ClC1=C(C(=NC(=C1)Cl)C1=CC=C(CNC(C2=C(C=CC(=C2)F)OC)=O)C=C1)C#N N-(4-(4,6-dichloro-3-cyanopyridin-2-yl)benzyl)-5-fluoro-2-methoxybenzamide